1-(3-(4-(((3R,4R)-3-fluoropiperidin-4-yl)oxy)piperidine-1-carbonyl)phenyl)-dihydropyrimidine-2,4(1H,3H)-dione F[C@@H]1CNCC[C@H]1OC1CCN(CC1)C(=O)C=1C=C(C=CC1)N1C(NC(CC1)=O)=O